1-phenyl-2-(4-methoxyphenyl)acetylene C1(=CC=CC=C1)C#CC1=CC=C(C=C1)OC